N-[5-(1H-benzimidazol-2-yl)-1-(2-methoxyethyl)pyrazol-3-yl]-6-(4-methylpiperazin-1-yl)pyridine-3-carboxamide N1C(=NC2=C1C=CC=C2)C2=CC(=NN2CCOC)NC(=O)C=2C=NC(=CC2)N2CCN(CC2)C